Ethyl 3-chloro-5-nitro-2-[6-(trifluoromethyl) pyridin-3-yl]benzoate ClC=1C(=C(C(=O)OCC)C=C(C1)[N+](=O)[O-])C=1C=NC(=CC1)C(F)(F)F